NC1=NN(C(=N1)CC1=CC=CC=C1)CCC[Si](OCC)(OCC)OCC 3-Amino-5-benzyl-1-[3-(triethoxysilyl)propyl]-1,2,4-triazole